(R)-6-(1-(1-(1-acetylpiperidin-4-yl)ethyl)-5-methyl-1H-pyrazol-4-yl)-4-((3-fluoropyridin-2-yl)thio)pyrazolo[1,5-a]pyridine-3-carbonitrile C(C)(=O)N1CCC(CC1)[C@@H](C)N1N=CC(=C1C)C=1C=C(C=2N(C1)N=CC2C#N)SC2=NC=CC=C2F